(1R,2S,3R,5R)-3-(4-Amino-5-(4-benzylthiazol-2-yl)-2-chloro-7H-pyrrolo[2,3-d]pyrimidin-7-yl)-5-(1-(pyridin-4-ylmethyl)piperidin-4-yl)cyclopentane-1,2-diol NC=1C2=C(N=C(N1)Cl)N(C=C2C=2SC=C(N2)CC2=CC=CC=C2)[C@H]2[C@@H]([C@@H]([C@H](C2)C2CCN(CC2)CC2=CC=NC=C2)O)O